N=1C=CN2C1CN(CC2)C2=CC1=C(CC(O1)(C)C)C=C2NC(=O)C=2C=NN1C2N=CC=C1 N-(6-(5,6-Dihydroimidazo[1,2-a]pyrazin-7(8H)-yl)-2,2-dimethyl-2,3-dihydrobenzofuran-5-yl)pyrazolo[1,5-a]pyrimidine-3-carboxamide